(2,2-bis[4-(4-aminophenyloxy)phenyl])propane NC1=CC=C(C=C1)OC1=CC=C(C=C1)C(C)(C)C1=CC=C(C=C1)OC1=CC=C(C=C1)N